4-cyclopentyl-2-(p-tolyl)pyrimidine-4,5-diamine C1(CCCC1)C1(NC(=NC=C1N)C1=CC=C(C=C1)C)N